BrC=1C=C(C=C(C1O)Br)CC1=CC(=C(C(=C1)Br)O)Br bis(3,5-dibromo-4-hydroxyphenyl)methane